Trilauryl Phosphite P(OCCCCCCCCCCCC)(OCCCCCCCCCCCC)OCCCCCCCCCCCC